2-amino-methyl-1,3-propanediol NC(C(O)C)CO